[N+](=O)(O)[O-].CN1C2=CC=CC=C2C=2C=CC=CC12 9-methyl-carbazole nitrate